tert-butyl 4-(2-{[4-(4-methylphenyl)piperidine-1-carbonyl]amino}phenyl)piperazine-1-carboxylate CC1=CC=C(C=C1)C1CCN(CC1)C(=O)NC1=C(C=CC=C1)N1CCN(CC1)C(=O)OC(C)(C)C